C(C)(C)(C)C1N(CCN(C1)C(C1=CC=C(C=C1)C#N)=O)C(=O)[O-].NC1=CC=C(C=C1)C=1C2=CC=C(N2)C(=C2C=CC(C(=C3C=CC(=C(C=4C=CC1N4)C4=CC=C(C=C4)N)N3)C3=CC=C(C=C3)N)=N2)C2=CC=C(C=C2)N.[Ni+2].C(C)(C)(C)C2N(CCN(C2)C(C2=CC=C(C=C2)C#N)=O)C(=O)[O-] nickel 5,10,15,20-tetra(4-aminophenyl)porphyrin tert-butyl-4-(4-cyanobenzoyl)piperazine-1-carboxylate